C(C)(C)(C)OC(=O)N1CCC(CC1)(C(=O)O)C(F)(F)F 1-(tert-butoxycarbonyl)-4-(trifluoromethyl)piperidine-4-carboxylic acid